(R)-2-(4-(4-(difluoromethyl)pyrazolo[1,5-a]pyridin-2-yl)-1,4,6,7-tetrahydro-5H-imidazo[4,5-c]pyridin-5-yl)pyrimidin-5-amine FC(C=1C=2N(C=CC1)N=C(C2)[C@@H]2N(CCC1=C2N=CN1)C1=NC=C(C=N1)N)F